IC1=NN(C2=C1C(=NC=C2)NCC(F)(F)F)CC2=CC=C(C=C2)OC 3-iodo-1-(4-methoxybenzyl)-N-(2,2,2-trifluoroethyl)-1H-pyrazolo[4,3-c]pyridine-4-amine